2-Bromo-6-chloro-4-ethylphenol BrC1=C(C(=CC(=C1)CC)Cl)O